allyl trisulphide C(C=C)SSSCC=C